6-({1-[(tert-butyldiphenylsilyl)oxy]cyclobutyl}methyl)-3,8,10-trifluoro-6H,11H-chromeno[4,3-b]indole [Si](C1=CC=CC=C1)(C1=CC=CC=C1)(C(C)(C)C)OC1(CCC1)CC1OC2=CC(=CC=C2C=2NC3=C(C=C(C=C3C21)F)F)F